(2S,3R,4S,5S,6S)-2-(4-(Hydroxymethyl)-2-nitrophenoxy)-6-(methoxycarbonyl)tetrahydro-2H-pyran-3,4,5-triyl triacetate C(C)(=O)O[C@H]1[C@@H](O[C@@H]([C@H]([C@@H]1OC(C)=O)OC(C)=O)C(=O)OC)OC1=C(C=C(C=C1)CO)[N+](=O)[O-]